(4aR,8aS)-6-(3-(4-(Neopentyloxy)phenyl)azetidine-1-carbonyl)hexahydro-2H-pyrido[4,3-b][1,4]oxazin-3(4H)-one C(C(C)(C)C)OC1=CC=C(C=C1)C1CN(C1)C(=O)N1C[C@@H]2[C@@H](OCC(N2)=O)CC1